ClC1=NC=CC(=N1)C1=C(C=C(C=C1)I)OC 2-chloro-4-(4-iodo-2-methoxyphenyl)pyrimidine